NC1=C(C=2C(=NC=C(C2S1)F)C=1C2=C(C=3C=NC(=NC3C1F)N1CCN(CC1)C)COC2)C#N 2-Amino-7-fluoro-4-(5-fluoro-3-(4-methylpiperazin-1-yl)-7,9-dihydrofuro[3,4-f]quinazolin-6-yl)thieno[3,2-c]pyridine-3-carbonitrile